C1(CC1)C1=NC(=CC(=C1)C1=C(C=C(C#N)C=C1)C1=NN=CN1C)N1C(C2=CC(=CC(=C2C1)F)CN[C@@H]1COC[C@@H]1O)=O 4-{2-Cyclopropyl-6-[4-fluoro-6-({[(3R,4R)-4-hydroxyoxolan-3-yl]amino}methyl)-1-oxo-3H-isoindol-2-yl]pyridin-4-yl}-3-(4-methyl-1,2,4-triazol-3-yl)benzonitrile